meta-xyleneamine C1(CC(=CC=C1)C)(C)N